(1-hexoxy(propan-2-yl)oxy)-propan-2-amine C(CCCCC)OCC(C)OCC(C)N